1-(3'-(2-((3R,4R)-3-amino-4-hydroxypiperidin-1-yl)pyridin-4-yl)-3-chloro-5'-fluoro-2'-hydroxy-[1,1'-biphenyl]-4-yl)-3-methyl-1H-imidazol-2(3H)-one N[C@@H]1CN(CC[C@H]1O)C1=NC=CC(=C1)C=1C(=C(C=C(C1)F)C1=CC(=C(C=C1)N1C(N(C=C1)C)=O)Cl)O